C(C)(C)(C)C1CCC(CC1)C(C(=O)O)=C.C(C=C)(=O)OC1CCC(CC1)C(C)(C)C 4-t-butylcyclohexyl Acrylate (4-tert-butylcyclohexyl Acrylate)